[Cl-].C(CCCCCCC\C=C/CCCCCCCC)OCC[N+](C)(C)CCCCCCCC\C=C/CCCCCCCC N-(2-oleyl-oxyethyl)-N-(oleyl)-N,N-dimethyl-ammonium chloride